F[B-](F)(F)F.F[B-](F)(F)F.FC1=C(C=CC=C1)C1=C[N+]2=C(C3=[N+]1C=CC=C3)C=CC=C2 6-(2-Fluorophenyl)dipyrido[1,2-a:2',1'-c]pyrazine-5,8-diium bis(tetrafluoroborate)